The molecule is a mannose phosphate consisting of beta-D-mannose having a (4S,8S,12S,16S,20S)-4,8,12,16,20-pentamethylheptacosyl)phosphate group at position 1. It is a mannose phosphate and a beta-D-mannosyl 4,8,12,16,20-pentamethylheptacosyl phosphate. It is a conjugate acid of a beta-D-mannosyl C32-phosphomycoketide(1-). CCCCCCC[C@H](C)CCC[C@H](C)CCC[C@H](C)CCC[C@H](C)CCC[C@H](C)CCCOP(=O)(O)O[C@H]1[C@H]([C@H]([C@@H]([C@H](O1)CO)O)O)O